OC1CC2=CC=CC=C2C1 (1R,2S)-2-hydroxy-2,3-dihydro-1H-indene